4-(8-(1-propenoylpyrrolidin-3-yl)quinazolin-6-yl)-2-chloro-N-(4-(trifluoromethyl)pyridin-2-yl)benzamide C(C=C)(=O)N1CC(CC1)C=1C=C(C=C2C=NC=NC12)C1=CC(=C(C(=O)NC2=NC=CC(=C2)C(F)(F)F)C=C1)Cl